(1S,2R,4R)-N-(4-methyl-3-(pyridin-2-yl)phenyl)bicyclo[2.2.1]heptane-2-carboxamide CC1=C(C=C(C=C1)NC(=O)[C@H]1[C@H]2CC[C@@H](C1)C2)C2=NC=CC=C2